ClC1=NC=CC=C1OC1=NC2=CC=C(C=C2C=C1)N1C(OC2=C(C1=O)N=CC=C2OC)=S 3-(2-((2-chloropyridin-3-yl)oxy)quinolin-6-yl)-8-methoxy-2-thioxo-2,3-dihydro-4H-pyrido[2,3-e][1,3]oxazin-4-one